C(C=C)(=O)NC=1C=C(C=CC1)NC1=NC(=NC(=N1)N)C1=CC(=C(CNC(C2=CC=C(C=C2)C(C)(C)C)=O)C=C1)C N-(4-(4-((3-acrylamidophenyl)amino)-6-amino-1,3,5-triazin-2-yl)-2-methylbenzyl)-4-tert-butylbenzamide